1-chloromethyl-2-methylsulfonyl-6-trichloroacetyl-chlorobenzene ClCC1=C(C(=CC=C1C(C(Cl)(Cl)Cl)=O)Cl)S(=O)(=O)C